ClC=1C2=CN(N=C2C=CC1B1OC(C(O1)(C)C)(C)C)COCC[Si](C)(C)C 4-chloro-5-(4,4,5,5-tetramethyl-1,3,2-dioxaborolan-2-yl)-2-((2-(trimethylsilyl)ethoxy)methyl)-2H-indazole